C(C)(C)N(C(CCCC)=O)C(C)C N,N-diisopropyl-Pentanamide